4-benzyl-2-(4-methyl-benzyl)-[1,2,4]thiadiazolidine-3,5-dione C(C1=CC=CC=C1)N1C(N(SC1=O)CC1=CC=C(C=C1)C)=O